FC=1C(=NC(=NC1)N[C@H]1[C@@H](CN(CC1)C(CNC)=O)O)C=1C=C(C2=C(N(C(=N2)C)C(C)C)C1)F 1-[(3R,4R)-4-({5-fluoro-4-[4-fluoro-2-methyl-1-(propan-2-yl)-1H-benzimidazol-6-yl]pyrimidin-2-yl}amino)-3-hydroxypiperidin-1-yl]-2-(methylamino)ethan-1-one